4-(aminomethyl)-4-(4-fluorophenyl)cyclohexan-1-ol NCC1(CCC(CC1)O)C1=CC=C(C=C1)F